norborneneamide C1CC2(CC1C=C2)C(=O)N